methyl 2-(2-(2-(4-(6-azidohexanamido)phenyl)thiazole-4-carboxamido)acrylamido)acrylate N(=[N+]=[N-])CCCCCC(=O)NC1=CC=C(C=C1)C=1SC=C(N1)C(=O)NC(C(=O)NC(C(=O)OC)=C)=C